2-((3,4-dimethylphenyl)amino)nicotinamide CC=1C=C(C=CC1C)NC1=C(C(=O)N)C=CC=N1